1-chloro-2-(1-chlorocyclopropyl)-3-(2-chlorophenyl)propanol ClC(C(CC1=C(C=CC=C1)Cl)C1(CC1)Cl)O